8-(m-tolyloxy)-tetracyclo[4.4.0.12,5.17,10]-3-dodecene C1(=CC(=CC=C1)OC1C2C3C4C=CC(C3C(C1)C2)C4)C